COC1=CC=C(C=C1)NC1=C(C(=O)O)C=C(C=C1)C(F)(F)F 2-((4-Methoxyphenyl)amino)-5-(trifluoromethyl)benzoic acid